2,3-Disec-butyl-2-cyanobutanedioic acid-1-ethyl-4-n-butyl ester C(C)CCCCOC(C(C(C(=O)O)C(C)CC)(C#N)C(C)CC)=O